C(C)N(CCCCCCCCNC1=CC=C(C=C1)C1C(NC(CC1)=O)=O)CC 3-(4-((8-(diethylamino)octyl)amino)phenyl)piperidine-2,6-dione